COC=1C=CC=C(C1)O 5-methyloxyphenol